N-(4-((1,4-dioxo-1,4-dihydronaphthalen-2-yl)amino)phenyl)-4,5-difluoro-2-nitrobenzamide O=C1C(=CC(C2=CC=CC=C12)=O)NC1=CC=C(C=C1)NC(C1=C(C=C(C(=C1)F)F)[N+](=O)[O-])=O